4-(2-hydroxyphenyl)-3,4-dihydro-1H-chromeno[4,3-d]pyrimidine-2,5-dione OC1=C(C=CC=C1)C1C2=C(NC(N1)=O)C=1C=CC=CC1OC2=O